2,4'-bisphenol S C1=CC=C(C(=C1)O)S(=O)(=O)C2=CC=C(C=C2)O